ethyl 3-amino-3-(6-((3R,5S)-3,5-dimethylpiperazin-1-yl)pyridin-2-yl)propanoate NC(CC(=O)OCC)C1=NC(=CC=C1)N1C[C@H](N[C@H](C1)C)C